[K].C(C)C(O)(C(O)CO)CCCCCC ethyl-Hexylglycerin potassium